9,10-bis(naphthalen-2-yl)anthracene-2-boronic acid C1=C(C=CC2=CC=CC=C12)C=1C2=CC=CC=C2C(=C2C=CC(=CC12)B(O)O)C1=CC2=CC=CC=C2C=C1